(R)-1'-(2-(5-Amino-3-(2-fluorophenyl)-1H-pyrazol-1-yl)acetyl)-6-chloro-5-fluorospiro[benzo[d][1,3]oxazine-4,3'-pyrrolidin]-2(1H)-one NC1=CC(=NN1CC(=O)N1C[C@@]2(CC1)C1=C(NC(O2)=O)C=CC(=C1F)Cl)C1=C(C=CC=C1)F